2-methyl-N-(4-(thiazol-5-yl)quinolin-8-yl)-2H-indazole-6-carboxamide CN1N=C2C=C(C=CC2=C1)C(=O)NC=1C=CC=C2C(=CC=NC12)C1=CN=CS1